(1s,4s)-4-((4-Methoxy-5-(1-(2,2,2-trifluoroethyl)-1H-benzo[d][1,2,3]triazol-6-yl)pyrrolo[2,1-f][1,2,4]triazin-2-yl)amino)-1-methylcyclohexan COC1=NC(=NN2C1=C(C=C2)C=2C=CC1=C(N(N=N1)CC(F)(F)F)C2)NC2CCC(CC2)C